3-(5-(4-((4-fluoropiperidin-1-yl)methyl)-1-methyl-1H-pyrrolo[2,3-b]pyridin-6-yl)-1-oxoisoindolin-2-yl)piperidine-2,6-dione FC1CCN(CC1)CC1=C2C(=NC(=C1)C=1C=C3CN(C(C3=CC1)=O)C1C(NC(CC1)=O)=O)N(C=C2)C